2-bromo-N-(4-(trifluoromethyl)phenyl)acetamide BrCC(=O)NC1=CC=C(C=C1)C(F)(F)F